[N+](=O)([O-])C1=CC=CC2=C1N(C=N2)COCC[Si](C)(C)C 7-nitro-1-((2-(trimethylsilyl)ethoxy)methyl)-1H-benzo[d]imidazole